4-(3-(2-methoxy-4-nitrophenoxy)propyl)morpholine COC1=C(OCCCN2CCOCC2)C=CC(=C1)[N+](=O)[O-]